C1(=CCCC1)C(=O)N1CC(C1)C1=NN(C2=NC=CC(=C21)CO)C2=CC=C(C=C2)OC(F)(F)F Cyclopent-1-en-1-yl(3-(4-(hydroxymethyl)-1-(4-(trifluoromethoxy)phenyl)-1H-pyrazolo[3,4-b]pyridin-3-yl)azetidin-1-yl)methanone